6-(4-isopropyl-3-(pyridin-3-yl)-1H-pyrazol-5-yl)-8-methyl-[1,2,4]triazolo[1,5-a]pyridine C(C)(C)C=1C(=NNC1C=1C=C(C=2N(C1)N=CN2)C)C=2C=NC=CC2